octahydrobenzo[g]quinolin-7-yl hydrogen sulfate S(=O)(=O)(OC1=CC=C2C(CC3CCCNC3=C2)C1)O